5-[(4-{3-(cyanomethyl)-3-[4-(7H-pyrrolo[2,3-d]pyrimidin-4-yl)-1H-pyrazol-1-yl]azetidin-1-yl}piperidin-1-yl)sulfonyl]-2-(dimethylamino)benzonitrile C(#N)CC1(CN(C1)C1CCN(CC1)S(=O)(=O)C=1C=CC(=C(C#N)C1)N(C)C)N1N=CC(=C1)C=1C2=C(N=CN1)NC=C2